3-Hydroxypropyl-9-{[(4-chloro-2,6-dimethylphenyl)acetyl] amino}-1,5-dioxaspiro[5.5]undecan-9-carboxylat OCCCOC(=O)C1(CCC2(OCCCO2)CC1)NC(CC1=C(C=C(C=C1C)Cl)C)=O